C1(=CC=CC=C1)C1=C(C=CC=C1)C1=CC=CC=C1 (Phenyl)(biphenyl)